ClC1=C(OC2CCN(CC2)C2=C(C(N(C3=CC=C(C=C23)C)C)=O)C#N)C=CC=C1 4-[4-(2-chlorophenoxy)piperidin-1-yl]-1,6-dimethyl-2-oxo-1,2-dihydroquinoline-3-carbonitrile